N,N'-bis-(1-methylheptyl)p-phenylenediamine CC(CCCCCC)NC1=CC=C(C=C1)NC(CCCCCC)C